C(C)C(C(=O)OCCCC1=C(C=CC(=C1)CO)Br)(CC)C 3-[2-bromo-5-(hydroxymethyl)phenyl]Propan-1-ol Ethyl-2-methylbutyrate